C(C1=CC=CC=C1)OC(=O)N1CCN(CC1)C1=C2C(=NC(=C1)C1CC1)N(CC2)C(=O)OC(C)(C)C tert-butyl 4-(4-((benzyloxy)carbonyl)piperazin-1-yl)-6-cyclopropyl-2,3-dihydro-1H-pyrrolo[2,3-b]pyridine-1-carboxylate